(2R,3S,4R,5R)-5-(azidomethyl)-3-fluoro-4-[(4-methoxyphenyl)diphenylmethoxy]-5-{[(4-methoxyphenyl)diphenylmethoxy]methyl}oxolan N(=[N+]=[N-])C[C@]1([C@H]([C@H](CO1)F)OC(C1=CC=CC=C1)(C1=CC=CC=C1)C1=CC=C(C=C1)OC)COC(C1=CC=CC=C1)(C1=CC=CC=C1)C1=CC=C(C=C1)OC